(S)-1-(4,6-bis(trifluoromethyl)pyridin-2-yl)-5-(5,6,7,8-tetrahydro-[1,2,4]triazolo[4,3-a]pyrazine-7-carbonyl)pyrrolidin-2-one FC(C1=CC(=NC(=C1)C(F)(F)F)N1C(CC[C@H]1C(=O)N1CC=2N(CC1)C=NN2)=O)(F)F